7-oxa-2,9-diazaspiro[4.5]decan-8-one C1NCCC12COC(NC2)=O